7-(4-(((4aR,10bR)-4-propyl-3,4,4a,10b-tetrahydro-2H,5H-chromeno[4,3-b][1,4]oxazin-9-yl)oxy)butoxy)-3,4-dihydroquinolin-2(1H)-one C(CC)N1[C@H]2[C@H](OCC1)C=1C=C(C=CC1OC2)OCCCCOC2=CC=C1CCC(NC1=C2)=O